Cl.CC1(C(NC(CC1)=O)=O)C1=NN(C2=CC(=CC=C12)C1CCNCC1)C 3-methyl-3-[1-methyl-6-(4-piperidyl)indazol-3-yl]piperidine-2,6-dione hydrochloride